NC=1SC(=C(N1)C=1C=NC=CC1)C#N 2-amino-4-(pyridin-3-yl)thiazole-5-carbonitrile